6-(difluoromethyl)nicotinaldehyde FC(C1=NC=C(C=O)C=C1)F